BrC1=CC=C2C(=N1)C=C(N2C(=O)OC(C)(C)C)CNC(=O)OC(C)(C)C tert-butyl 5-bromo-2-[(tert-butoxycarbonylamino)methyl]pyrrolo[3,2-b]pyridine-1-carboxylate